(E)-3-(difluoromethyl)-1-methyl-N-(4'-(3-phenyl-1,2,4-oxadiazol-5-yl)-[1,1'-biphenyl]-2-yl)-1H-pyrazole-4-carboxamide FC(C1=NN(C=C1C(=O)NC1=C(C=CC=C1)C1=CC=C(C=C1)C1=NC(=NO1)C1=CC=CC=C1)C)F